(E)-1-(4-(((4-((2-(aminomethyl)-3-fluoroallyl)oxy)phenyl)sulfonyl)methyl)bicyclo[2.2.2]octan-1-yl)cyclopropan-1-ol NC/C(/COC1=CC=C(C=C1)S(=O)(=O)CC12CCC(CC1)(CC2)C2(CC2)O)=C\F